tert-butyl (2S,4R)-2-(methoxymethyl)-4-(5-(3-(trifluoromethoxy)phenyl)-oxazole-2-carboxamido)pyrrolidine-1-carboxylate COC[C@H]1N(C[C@@H](C1)NC(=O)C=1OC(=CN1)C1=CC(=CC=C1)OC(F)(F)F)C(=O)OC(C)(C)C